ClC1=NC=CC2=C1COC21CN(CCC1)CC1=CN=C(S1)NC(C)=O N-(5-((4-Chloro-3H-spiro[furo[3,4-c]pyridine-1,3'-piperidin]-1'-yl)methyl)thiazol-2-yl)acetamide